C(C)(C)(C)OC(=O)N1CCN(CC1)C1=NC=C(C=N1)N 4-(5-Aminopyrimidin-2-yl)piperazine-1-carboxylic acid tert-butyl ester